C(\C=C\C1=CC=CC=C1)(=O)N1CCCC1 (E)-1-cinnamoyl-pyrrolidine